ethyl 4-(N-(2-((tert-butyldimethylsilyl) oxy) ethyl) acetamido)-1-(tetrahydro-2H-pyran-2-yl)-1H-pyrazole-3-carboxylate [Si](C)(C)(C(C)(C)C)OCCN(C(C)=O)C=1C(=NN(C1)C1OCCCC1)C(=O)OCC